6-[3-(2,3-dihydro-1,4-benzodioxin-6-yl)-2-methyl-phenyl]-2-methoxy-pyridine-3-carbaldehyde O1CCOC2=C1C=CC(=C2)C=2C(=C(C=CC2)C2=CC=C(C(=N2)OC)C=O)C